[Mg].[Co].[Fe] iron-cobalt-magnesium